NC([C@H](C[C@H]1C(NCCC1)=O)NC([C@H](CC1CC1)N(C(=O)C1=NC2=C(N1)C(=CC=C2)Cl)C)=O)=O N-((S)-1-(((S)-1-amino-1-oxo-3-((S)-2-oxopiperidin-3-yl)propan-2-yl)amino)-3-cyclopropyl-1-oxopropan-2-yl)-7-chloro-N-methyl-1H-benzo[d]imidazole-2-carboxamide